tert-butyl (1-(5-(4,4,5,5-tetramethyl-1,3,2-dioxaborolan-2-yl)pyridin-2-yl)-1H-pyrazol-5-yl)carbamate CC1(OB(OC1(C)C)C=1C=CC(=NC1)N1N=CC=C1NC(OC(C)(C)C)=O)C